O1N=C(OC1)C1=C(C(=O)N(S(=O)(=O)C)C)C=CC=C1 2-(1,4,2-dioxazol-3-yl)-N-methyl-N-(methylsulfonyl)benzamide